oleyl-ethyl-bis(2-hydroxyethyl)ammonium bis(trifluoromethanesulfonyl)imide salt [N-](S(=O)(=O)C(F)(F)F)S(=O)(=O)C(F)(F)F.C(CCCCCCC\C=C/CCCCCCCC)[N+](CCO)(CCO)CC